COC1=CC=C(O1)B(O)O 5-Methoxyfuran-2-boronic acid